CNC(=O)C=1C(=NC=CN1)OCC(=O)O 2-((3-(methylcarbamoyl)pyrazin-2-yl)oxy)acetic acid